FC=1C=C(C=C(C1)F)[C@@H]1CC=NN1C(=O)N1CC(C1)OC1=CC(=NC=C1F)N1N=C(C(=C1C)C(=O)N(C)C)C (S)-1-(4-((1-(5-(3,5-difluorophenyl)-4,5-dihydro-1H-pyrazole-1-carbonyl)azetidin-3-yl)oxy)-5-fluoropyridin-2-yl)-N,N,3,5-tetramethyl-1H-pyrazole-4-carboxamide